3-(2-chlorophenyl)-5-cyclopropyl-4-((piperidin-4-yloxy)methyl)isoxazole ClC1=C(C=CC=C1)C1=NOC(=C1COC1CCNCC1)C1CC1